(3S,4R)-4-(3-((4-amino-5-(3-methoxy-4-phenoxyphenyl)-7-methyl-7H-pyrrolo[2,3-d]pyrimidin-6-yl)ethynyl)azetidin-1-yl)-1-(vinylsulfonyl)piperidin-3-ol NC=1C2=C(N=CN1)N(C(=C2C2=CC(=C(C=C2)OC2=CC=CC=C2)OC)C#CC2CN(C2)[C@H]2[C@H](CN(CC2)S(=O)(=O)C=C)O)C